N-[4-bromo-6-(difluoromethyl)-1-methoxy-2-oxo-3-pyridinyl]-2,2,2-trifluoro-N-methyl-acetamide BrC1=C(C(N(C(=C1)C(F)F)OC)=O)N(C(C(F)(F)F)=O)C